OC1=C(C=CC(=C1)O)C=1N=C(SC1)NC(C(=O)OC1CC1)=O cyclopropyl 2-((4-(2,4-dihydroxyphenyl)thiazol-2-yl)amino)-2-oxoacetate